BrC=1C=CC(=C(C1NC(C)C1=CC=C(C=C1)C1CC1)N)Cl 6-bromo-3-chloro-N1-(1-(4-cyclopropylphenyl)ethyl)benzene-1,2-diamine